2-(5-(tert-butyl)isoxazol-3-yl)quinazolin-7-amine C(C)(C)(C)C1=CC(=NO1)C1=NC2=CC(=CC=C2C=N1)N